C(C)(=O)NC1=CC(=C(C=C1)C1=CC=C(C=C1)C(=O)N1[C@@H](CC[C@@H]1C1=C(C=CC=C1)Cl)C(=O)O)OC (2S,5R)-1-(4'-acetamido-2'-methoxy-[1,1'-biphenyl]-4-carbonyl)-5-(2-chlorophenyl)pyrrolidine-2-carboxylic acid